N[C@H](C(NCCOCCOCCOCCOCCOCCOCCOC)=O)CC(=O)[O-] (25S)-25-amino-24-oxo-2,5,8,11,14,17,20-heptaoxa-23-azaheptacosan-27-oate